[4-(5-{6-chloro-4-[(oxan-4-yl)amino]pyridin-3-yl}-1,3,4-thiadiazol-2-yl)bicyclo[2.2.2]-octan-1-yl]methanol ClC1=CC(=C(C=N1)C1=NN=C(S1)C12CCC(CC1)(CC2)CO)NC2CCOCC2